ClC=1C=C(C=CC1F)C(N[S@](=O)C(C)(C)C)C1=NC(=CC=C1)C#N (R)-N-((3-chloro-4-fluorophenyl)(6-cyanopyridin-2-yl)methyl)-2-methylpropan-2-sulfinamide